Ethyl (3R)-4,4,4-trifluoro-3-methyl-2-(4-methylphenyl)butanoate FC([C@@H](C(C(=O)OCC)C1=CC=C(C=C1)C)C)(F)F